C(CCC[N+]12CCN(CC1)CC2)[N+]21CCN(CC2)CC1 1,1'-(1,4-butanediyl)bis[4-aza-1-azoniabicyclo[2.2.2]octane]